C(C1=CC=CC=C1)OC(C(=C)C)=O.C(C(=C)C)(=O)O methacrylic acid benzyl-methacrylate